ClC=1C=NC(=C(C(=O)NC2CCC(CC2)CN2C(N(C3=C2C=CC=C3)C=3C=NC(=CC3)OC[C@H](C)O)=O)C1)C 5-chloro-N-((1S,4r)-4-((3-(6-((S)-2-hydroxypropoxy)pyridin-3-yl)-2-oxo-2,3-dihydro-1H-benzo[d]imidazol-1-yl)methyl)cyclohexyl)-2-methylnicotinamide